C1(=CC=CC=2C3=CC=CC=C3NC12)C([O-])=S carbazolethioate